C(C)(C)(C)OC(=O)N\C(\NCCNC1=CC=CC=2C3=CC(=CC=C3NC12)NC1=CC(=C(C=C1)Cl)Cl)=N/C(OC(C)(C)C)=O (Z)-tert-Butyl (tert-butoxycarbonylamino)(2-(6-(3,4-dichlorophenylamino)-9H-carbazol-1-ylamino)ethylamino)methylenecarbamate